ClC1=NC=C(C(=N1)N1CC2(C3=NC=CC=C31)CCC2)C(=O)OC(C)C isopropyl 2-chloro-4-(spiro(cyclobutane-1,3'-pyrrolo[3,2-b]pyridin)-1'(2'H)-yl)pyrimidine-5-carboxylate